NC1=NN(C=C1C1=C(C=C(C=C1)CO)N)C(C(=O)OCC)C(C)C ethyl 2-(3-amino-4-(2-amino-4-(hydroxymethyl)phenyl)-1H-pyrazol-1-yl)-3-methylbutanoate